ClS=C(O)Cl.C(C)(C)C1=C(NC2=CC=C(C=C12)C1=CC=C(C=C1)C(C)N1CCOCC1)C1=C2C(=NC=C1)NN=C2 4-(1-(4-(3-isopropyl-2-(1H-pyrazolo[3,4-b]pyridin-4-yl)-1H-indol-5-yl)phenyl)ethyl)morpholine S-chlorochloromethanethioate